N[C@H]1CN(CC1)C(CCCC=1N=C(N(C1)C1=CC=CC=C1)NC(C1=CC(=CC=C1)C=1C=NN(C1)C)=O)=O (R)-N-(4-(4-(3-aminopyrrolidin-1-yl)-4-oxobutyl)-1-phenyl-1H-imidazol-2-yl)-3-(1-methyl-1H-pyrazol-4-yl)benzamide